CC=1C(C2=CC=CC=C2C(C1)=O)=O 2-methylnaphthalene-1,4-dione